cyclobutane-1,3-dione C1(CC(C1)=O)=O